[Na].N[C@@H](CCC(=O)O)C1=NOC(=N1)[C@H](CCCNC(=N)N)NC(=O)N1[C@@H](CCC1)C(=O)O (((S)-1-(3-((S)-1-amino-3-carboxypropyl)-1,2,4-oxadiazol-5-yl)-4-guanidinobutyl)carbamoyl)-L-proline Sodium